C(=CCCCCC)CCCC=C(C)C 5-heptenyl-dimethyl-pentene